5-Amino-3-[2-[4-(2,4-difluorophenyl)pyrazol-1-yl]ethyl]-1-ethyl-8-(2-furyl)[1,2,4]triazolo[5,1-f]purin-2-one NN1C=NC(=C2N3C(N=C12)N(C(N3CC)=O)CCN3N=CC(=C3)C3=C(C=C(C=C3)F)F)C=3OC=CC3